2-[6-(7,8-dimethyl-[1,2,4]triazolo[4,3-b]pyridazin-6-yl)-7,8-dihydro-5H-1,6-naphthyridin-3-yl]propan-2-ol CC1=C(C=2N(N=C1N1CC=3C=C(C=NC3CC1)C(C)(C)O)C=NN2)C